6,7-dichloro-N-cyclopentyl-4-(pyridin-4-yl)phthalazin-1-amine ClC=1C=C2C(=NN=C(C2=CC1Cl)NC1CCCC1)C1=CC=NC=C1